COC1=CC(=CC(=C1)OC1=C(C=CC=C1)[N+](=O)[O-])C 1-methoxy-3-methyl-5-(2-nitrophenoxy)benzene